CC(C)(C)S(=O)N=C(C)C=1SC(=CN1)C 2-methyl-N-(1-(5-methylthiazol-2-yl)ethylidene)propane-2-sulfinamide